N-[4-(3-Cyanophenyl)-5-[2-(1-hydroxyethyl)-6-methyl-4-pyridyl]thiazol-2-yl]-2-oxa-6-azaspiro[3.3]heptane-6-carboxamide C(#N)C=1C=C(C=CC1)C=1N=C(SC1C1=CC(=NC(=C1)C)C(C)O)NC(=O)N1CC2(COC2)C1